1-pentyl-2-butylpyrrolidineium methanesulfonate CS(=O)(=O)[O-].C(CCCC)[NH+]1C(CCC1)CCCC